NC=1C2=C(N=CN1)N(C(=C2C2=CC(=C(C=C2)OC2=CC=CC=C2)C)C#CC2CN(C2)C2CCN(CC2)C(=O)OC(C)(C)C)C tert-butyl 4-(3-[2-[4-amino-7-methyl-5-(3-methyl-4-phenoxyphenyl)-7H-pyrrolo[2,3-d]pyrimidin-6-yl]ethynyl]azetidin-1-yl)piperidine-1-carboxylate